(E)-4-hydroxy-3,5-dimethoxybenzaldehyde O-(3-methylbenzoyl) oxime CC=1C=C(C(=O)O\N=C\C2=CC(=C(C(=C2)OC)O)OC)C=CC1